C(C)C1=C(C=CC(=C1)NS(=O)(=O)CCC)C1=C2C(=NC=C1)NC=C2 4-(2-ethyl-4-(propylsulfonamido)phenyl)-1H-pyrrolo[2,3-b]pyridin